ClC1=CC=C(C=C1)C=1C=C(SC1)C(=O)C1=CC(=C(C(=C1)OC)OC)OC (4-(4-chlorophenyl)thiophen-2-yl)(3,4,5-trimethoxyphenyl)methanone